N-(1-(5-(trifluoromethyl)pyridin-2-yl)ethyl)acetamid FC(C=1C=CC(=NC1)C(C)NC(C)=O)(F)F